C(C)OC(CCCCC)=O.[Pd+2] palladium(II) ethylhexanoate